C(C1=CC=CC=C1)N1CC(=CC(C1)C)B(O)O (1-benzyl-5-methyl-1,2,5,6-tetrahydropyridin-3-yl)boronic acid